FC=1C=C(C=CC1OC(C)C)C1=NN2C(=NC=3C=CC=CC3C2=N1)N[C@H]1C(NCCCC1)=O (3R)-3-[(2-{3-fluoro-4-[(propan-2-yl)oxy]phenyl}[1,2,4]triazolo[1,5-c]quinazolin-5-yl)amino]azepan-2-one